FC(/C=C/C(=O)O)F (e)-4,4-difluorobut-2-enoic acid